5-[3-fluoro-5-(prop-2-enamido)phenyl]-N-(1-methylpiperidin-4-yl)-1H-pyrazolo[3,4-c]pyridine-3-carboxamide FC=1C=C(C=C(C1)NC(C=C)=O)C=1C=C2C(=CN1)NN=C2C(=O)NC2CCN(CC2)C